(-)-(2E)-2-ethyl-4-[(1R)-2,2,3-trimethyl-3-cyclopenten-1-yl]-2-buten-1-ol C(C)/C(/CO)=C\C[C@@H]1C(C(=CC1)C)(C)C